BrC=1C=C(OCSCC2=CNC(O2)=O)C=CC1Br 5-[(3,4-dibromophenoxymethylthio)methyl]oxazol-2(3H)-one